N[C@H]1CS(C2=C(N(C1=O)CC1=CC=C(C=C1)Cl)C=C(C(=C2)F)C=2OC(=NN2)C=2C(=NC(=CC2)F)C)(=O)=O (3R)-3-amino-5-[(4-chlorophenyl)methyl]-8-fluoro-7-[5-(6-fluoro-2-methyl-3-pyridyl)-1,3,4-oxadiazol-2-yl]-1,1-dioxo-2,3-dihydro-1lambda6,5-benzothiazepin-4-one